C(C)(C)(C)OC([C@@H](CCCCCCOS(=O)(=O)C1=CC=C(C)C=C1)OC)=O |r| rac-2-methoxy-8-(p-toluenesulfonyloxy)octanoic acid tert-butyl ester